BrC1=CC=C(C=C1)C=1N=C(SC1)C=1C(C=2C(=NNC2C)OC1C)=O (4-(4-bromophenyl)thiazol-2-yl)-3,6-dimethylpyrano[2,3-c]pyrazol-4-one